COC(=O)C1C(C1)C(C)(CCC=C(C)C)OC(C)=O 2-(2-Acetyloxy-6-methylhept-5-en-2-yl)cyclopropane-1-carboxylic acid methyl ester